C(C)(=O)N[C@H](C(=O)NCC=1C=C2CN(C(C2=CC1)=O)C1C(NC(CC1)=O)=O)C1=CC=CC=C1 (2S)-2-acetamido-N-((2-(2,6-dioxopiperidin-3-yl)-1-oxoisoindolin-5-yl)methyl)-2-phenylacetamide